(S)-N-((1S,3R)-1-(5-bromopyrimidin-2-yl)-3-(((tert-butyldimethylsilyl)oxy)methyl)-3-methylcyclobutyl)-2-methylpropane-2-sulfinamide BrC=1C=NC(=NC1)C1(CC(C1)(C)CO[Si](C)(C)C(C)(C)C)N[S@@](=O)C(C)(C)C